dibromo[2,6-bis[4-(R)-tert-butyl-2-oxazolyl]-4-trifluoromethylpyridine] cobalt [Co].BrC=1C(=C(C(=NC1C=1OC=C(N1)C(C)(C)C)C=1OC=C(N1)C(C)(C)C)Br)C(F)(F)F